2-fluoro-4-(4-(3-(7-fluoro-1-oxo-1,2-dihydroisoquinolin-3-yl)propionyl)piperazin-1-yl)benzonitrile FC1=C(C#N)C=CC(=C1)N1CCN(CC1)C(CCC=1NC(C2=CC(=CC=C2C1)F)=O)=O